4-chloro-2-((2,2-difluorobut-3-en-1-yl)oxy)pyridine ClC1=CC(=NC=C1)OCC(C=C)(F)F